1-isopropyl-3-(3-fluorophenyl)-5-methyl-pyrazol-4-ol C(C)(C)N1N=C(C(=C1C)O)C1=CC(=CC=C1)F